2-(4-(3-isopropyl-2-(3-methyl-[1,2,4]triazolo[4,3-a]pyridin-6-yl)-1H-indol-5-yl)piperidin-1-yl)-N-methylacetamide C(C)(C)C1=C(NC2=CC=C(C=C12)C1CCN(CC1)CC(=O)NC)C=1C=CC=2N(C1)C(=NN2)C